N1N=CC2=CC=C(C=C12)NC1=NC=C(C(=N1)NC1=C(C=CC=C1)N(S(=O)=O)C)Cl N-(2-((2-((1H-indazol-6-yl)amino)-5-chloropyrimidin-4-yl)amino)phenyl)-N-methylsulfonamide